COC1=CC=CC(=N1)C(/C=C(/C=O)\C)(CC=C(C)C)C (E)-4-(6-methoxypyridin-2-yl)-2,4,7-trimethylocta-2,6-dienal